FC1(CCN(CC1)CCCNC(=O)C1=NN(C2=C1C=NC(=C2)NC2=NC=CNC2=O)C=2C(=CC1=C(OCCN1)C2)OC)F N-(3-(4,4-difluoropiperidin-1-yl)propyl)-1-(6-methoxy-3,4-dihydro-2H-benzo[b][1,4]oxazin-7-yl)-6-((3-oxo-3,4-dihydropyrazin-2-yl)amino)-1H-pyrazolo[4,3-c]pyridine-3-carboxamide